4-(9-(trifluoromethyl)-8,9,10,11-tetrahydro-3H-pyrazolo[4,3-a]phenanthridin-7-yl)phenol FC(C1CC=2C(=NC3=CC=C4C(=C3C2CC1)C=NN4)C4=CC=C(C=C4)O)(F)F